N-(4-chloro-3-(2-(methylsulfonyl)-8,9-dihydroimidazo[1',2':1,6]pyrido[2,3-d]pyrimidin-6-yl)phenyl)-4-(trifluoromethyl)picolinamide ClC1=C(C=C(C=C1)NC(C1=NC=CC(=C1)C(F)(F)F)=O)C1=CC2=C(N=C(N=C2)S(=O)(=O)C)N2C1=NCC2